CC1=C(C=CC=C1)CCS(=O)(=O)O.S(C)(=O)(=O)OCC1=C(C=CC=C1)C 2-Methylbenzyl mesylate ((2-Methylphenyl)methyl methanesulfonate)